CN(CCCCCCCCC\C=C/CCCCCCCC)CCSSC1=CC=CC=C1 (Z)-N-methyl-N-(2-(phenyldisulfaneyl)ethyl)nonadec-10-en-1-amine